1-((2,3-dihydro-1H-inden-5-yl)methyl)-1,3-dihydro-2H-benzo[d]imidazol-2-one C1CCC2=CC(=CC=C12)CN1C(NC2=C1C=CC=C2)=O